ethyl 5-(ethyl(5-fluoro-2-hydroxybenzyl) amino)pyrazolo[1,5-a]pyrimidine-3-carboxylate C(C)N(C1=NC=2N(C=C1)N=CC2C(=O)OCC)CC2=C(C=CC(=C2)F)O